tert-butyl 3-((6-(cyclopropanecarboxamido)-3-methylpyridin-2-yl)(methyl)amino)azetidine-1-carboxylate C1(CC1)C(=O)NC1=CC=C(C(=N1)N(C1CN(C1)C(=O)OC(C)(C)C)C)C